O(C(=O)C)C1=CC=C(C=CC(=O)O)C=C1 p-acetoxyl-cinnamic acid